FC=1C(=NC(=NC1)NC1=C(C=C(C=C1)N1CCN(CC1)C)OC)NC1=C(C(=O)NN)C=CC=C1 2-((5-fluoro-2-((2-methoxy-4-(4-methylpiperazin-1-yl)phenyl)amino)pyrimidin-4-yl)amino)benzoyl-hydrazine